ClC1=C(C(=O)ON=CC(C)C)C=C(C(=C1)F)N1C(N(C(N(C1=O)C)=S)C)=O isobutyraldehyde O-(2-chloro-5-(3,5-dimethyl-2,6-dioxo-4-thioxo-1,3,5-triazin-1-yl)-4-fluorobenzoyl) oxime